NC1=C(C(=O)NC2CCC(CC2)O)C=C(C=N1)C1=CC=C(C=C1)[C@@]12CN(C[C@H]2C1)C1CCN(CC1)CC(F)(F)F 2-amino-N-((1R,4R)-4-hydroxycyclohexyl)-5-(4-((1R,5S)-3-(1-(2,2,2-trifluoroethyl)piperidin-4-yl)-3-azabicyclo[3.1.0]hex-1-yl)phenyl)nicotinamide